2-hydroxy-N-(2-methyl-4-(p-tolyloxy)phenyl)pyrazolo[1,5-a]Pyridine-3-carboxamide OC1=NN2C(C=CC=C2)=C1C(=O)NC1=C(C=C(C=C1)OC1=CC=C(C=C1)C)C